tert-Butyl 2-(1-hydroxyethyl)-4,6-dihydro-5H-thieno[2,3-c]pyrrole-5-carboxylate OC(C)C1=CC2=C(CN(C2)C(=O)OC(C)(C)C)S1